FC1(CCN(CC1)C=1C=C(C=CC1[N+](=O)[O-])NC=O)F N-[3-(4,4-difluoropiperidinyl)-4-nitrophenyl]carboxamide